COC(CC1=CC(=CC=C1)NC(C1=CC(=CC=C1)NC(=O)C=1OC=CC1)=O)=O 3-(3-(furan-2-carboxamido)benzamido)phenylacetic acid methyl ester